bismuth trimesic acid C(C1=CC(C(=O)O)=CC(C(=O)O)=C1)(=O)O.[Bi]